C(C)(C)(C)OC(NC1(CCN(CC1)CC1=CC=CC=C1)C1=C(C=CC=C1)F)=O (1-Benzyl-4-(2-fluorophenyl)piperidin-4-yl)carbamic acid tert-butyl ester